(2R,5S)-tert-butyl-5-(4-fluorophenyl)-2-methylpiperazine C(C)(C)(C)N1[C@@H](CN[C@H](C1)C1=CC=C(C=C1)F)C